FC1=C(C=CC=C1F)C=1C=C2C(=NNC2=CC1)C(=O)NCC1COCC1 5-(2,3-Difluorophenyl)-N-((tetrahydrofuran-3-yl)methyl)-1H-indazole-3-carboxamide